2'-anilino-6'-(N-ethyl-N-isopentylamino)-3'-methyl-spiro[phthalide-3,9'-[9H]xanthen] N(C1=CC=CC=C1)C1=CC=2C3(C4=CC=C(C=C4OC2C=C1C)N(CCC(C)C)CC)OC(=O)C1=CC=CC=C13